2-fluoro-3-methyl-4-((3-methylimidazo[1,2-a]pyridin-7-yl)oxy)aniline monopropyl-chlorophosphate C(CC)OP(=O)(O)Cl.FC1=C(N)C=CC(=C1C)OC1=CC=2N(C=C1)C(=CN2)C